FC(=C(C)F)F 1,1,2-trifluoropropene